7-ethoxy-2-[(1r,2s)-2-fluorocyclopropyl]-N-(6-methoxy-2-pyridinyl)imidazo[1,2-a]pyridine-6-carboxamide C(C)OC1=CC=2N(C=C1C(=O)NC1=NC(=CC=C1)OC)C=C(N2)[C@@H]2[C@H](C2)F